ClC1=CC=C(C=C1)C=1N=C2N(C=CC=N2)C1CN1CC2CCC(C1)N2C(=O)C2=C(N=C(S2)OC)C(F)(F)F (3-{[2-(4-chlorophenyl)imidazo[1,2-a]pyrimidin-3-yl]methyl}-3,8-diazabicyclo[3.2.1]oct-8-yl)[2-methoxy-4-(trifluoromethyl)-1,3-thiazol-5-yl]methanone